NC1CCC(CC1)N(C(OC(C)(C)C)=O)C tert-butyl ((1R,4R)-4-aminocyclohexyl)(methyl)carbamate